2-(5-(3,5-dichlorophenyl)-5-(trifluoromethyl)-4,5-dihydroisoxazol-3-yl)-N-(prop-2-yn-1-yl)-2,3-dihydro-1H-pyrrolo[3,4-c]pyridine-6-carboxamide ClC=1C=C(C=C(C1)Cl)C1(CC(=NO1)N1CC=2C=NC(=CC2C1)C(=O)NCC#C)C(F)(F)F